1-((2-methoxyphenyl)carbamoyl)-3-methoxycarbonyl-β-carboline COC1=C(C=CC=C1)NC(=O)C1=NC(=CC=2C3=CC=CC=C3NC12)C(=O)OC